FCCCN1C[C@H](CC1)NC1=NC=CC=C1 N-((S)-1-(3-fluoropropyl)pyrrolidin-3-yl)pyridin-2-amine